N-((1R,3s,5S)-8-benzyl-8-azabicyclo[3.2.1]octan-3-yl)-1-phenyl-1H-indole-6-carboxamide C(C1=CC=CC=C1)N1[C@H]2CC(C[C@@H]1CC2)NC(=O)C2=CC=C1C=CN(C1=C2)C2=CC=CC=C2